N-{5-chloro-3-[1-(2,6-difluoro-4-nitrophenyl)-3-(pyridin-4-yl)pyrazol-4-yl]-2-fluorophenyl}pyrrolidine-1-sulfonamide ClC=1C=C(C(=C(C1)NS(=O)(=O)N1CCCC1)F)C=1C(=NN(C1)C1=C(C=C(C=C1F)[N+](=O)[O-])F)C1=CC=NC=C1